FC(C(C(F)(F)F)(F)C1=CC(=C(C(=C1)C)N1N=CC=C1)C)(F)F 1-[4-(1,1,1,2,3,3,3-Heptafluoropropan-2-yl)-2,6-dimethylphenyl]-1H-pyrazol